1-(3-Fluoro-azetidin-1-yl)-8,8-dimethyl-3-(3-trifluoromethyl-1H-pyrrolo[2,3-b]pyridin-5-yl)-5,6-dihydro-8H-7-oxa-2,4,4b,9-tetraaza-fluorene FC1CN(C1)C1=NC(=NC=2N3CCOC(C3=NC12)(C)C)C=1C=C2C(=NC1)NC=C2C(F)(F)F